N1=C(C=CC=C1)NC(=O)C=1C=CC=2N(C1)C=CN2 N-(pyridin-2-yl)imidazo[1,2-a]Pyridine-6-carboxamide